3,5,7-triazaindole N1C=NC2=CN=CN=C12